OCCC1=CC=C(C=C1)NC=1N=CC2=C(N1)CN(CC2)C2=C(C1=C(OCCN1C(=O)OC(C)(C)C)N=C2)C tert-butyl 7-(2-{[4-(2-hydroxyethyl)phenyl]amino}-5H,6H,7H,8H-pyrido[3,4-d]pyrimidin-7-yl)-8-methyl-1H,2H,3H-pyrido[2,3-b][1,4]oxazine-1-carboxylate